S1C(=NC2=C1C=CC=C2)NC(C(C2=CC=C(C=C2)C=2N=NN(N2)C)C2CC(CC2)(F)F)=O N-(Benzo[d]thiazol-2-yl)-2-(3,3-difluorocyclopentyl)-2-(4-(2-methyl-2H-tetrazol-5-yl)phenyl)acetamide